FC1=C(C=C(C=C1)F)C=1N=C(SC1)C(C(=O)N)(C)C1=CC=C(C=C1)CC(C)C (4-(2,5-difluorophenyl)thiazol-2-yl)-2-(4-isobutylphenyl)propanamide